3-((5-(3-fluoroimidazo[1,2-a]pyridin-6-yl)-7H-pyrrolo[2,3-d]pyrimidin-2-yl)amino)-1-methylcyclobutan-1-ol FC1=CN=C2N1C=C(C=C2)C2=CNC=1N=C(N=CC12)NC1CC(C1)(O)C